CN1N=CC2=CC(=CC=C12)S(=O)(=O)C1=CC=C(C=C1)CNC(=O)C=1C=C2C(=NC1)NN=C2 N-{[4-(1-methyl-1H-indazole-5-sulfonyl)phenyl]methyl}-1H-pyrazolo[3,4-b]pyridine-5-carboxamide